8-(trifluoromethoxy)dibenzo[b,f][1,4]thiazepin-11(10H)-one 5,5-dioxide FC(OC1=CC2=C(S(C3=C(C(N2)=O)C=CC=C3)(=O)=O)C=C1)(F)F